(E)-3-(2,6-difluorostyryl)-N,N-dimethylaniline FC1=C(/C=C/C=2C=C(N(C)C)C=CC2)C(=CC=C1)F